CC(O[Si](OC)(OC)CCCNCCNCC1=CC=CC=C1)C dimethyl-Benzylaminoethylaminopropyltrimethoxysilane